4-[[7-[4-[4-[8-[3,5-difluoro-4-(morpholinomethyl)phenyl]quinoxalin-2-yl]pyrazol-1-yl]-1-piperidyl]-7-oxo-heptyl]amino]-2-(2,6-dioxo-3-piperidyl)isoindoline-1,3-dione FC=1C=C(C=C(C1CN1CCOCC1)F)C=1C=CC=C2N=CC(=NC12)C=1C=NN(C1)C1CCN(CC1)C(CCCCCCNC1=C2C(N(C(C2=CC=C1)=O)C1C(NC(CC1)=O)=O)=O)=O